FC1=CC(=CC2=C1N=C(N2)C)NC(=O)C2=CC=C(C1=CN(N=C21)C)N2CCNCC2 N-(7-fluoro-2-methyl-3H-1,3-benzodiazol-5-yl)-2-methyl-4-(piperazin-1-yl)indazole-7-carboxamide